cyclohexa-2,4-dien-1-one C1(C=CC=CC1)=O